CN1N=CC=2C1=NC(=CC2N2C[C@H]([C@@H](CC2)C2=C(C=C(C=N2)N2CCOC[C@H](C2)N)C)C)C (6S)-4-[6-[(3S,4r)-1-(1,6-dimethylpyrazolo[3,4-b]pyridin-4-yl)-3-methyl-4-piperidinyl]-5-methyl-3-pyridinyl]-1,4-oxazepan-6-amine